4-(3-chloro-2-fluoro-6-(1H-1,2,3-triazol-1-yl)phenyl)-6-methoxypyrimidine trifluoroacetate FC(C(=O)O)(F)F.ClC=1C(=C(C(=CC1)N1N=NC=C1)C1=NC=NC(=C1)OC)F